CN1C=2C(NC(=NC2NC[C@@H]1CNC1=CC=C(C(N[C@@H](CCC(=O)O)C(=O)O)=O)C=C1)N)=O 5-methyl-(6s)-tetrahydrofolic acid